C(CCCCCCCCCCC\C=C/CCCCCCCC)(=O)[O-].[Ag+] silver erucate